C(CCC)N1C(C2(C3=CC(=CC=C13)F)C(=CC1(C(OC3=C(C12)C=CC=C3)C3=CC=C(C=C3)C)[N+](=O)[O-])C#N)=O butyl-5'-fluoro-3a-nitro-2'-oxo-4-(p-tolyl)-3a,9b-dihydro-4H-spiro[cyclopenta[c]benzopyran-1,3'-indoline]-2-carbonitrile